(R/S)-tert-butyl 4-(4-((2,6-dioxopiperidin-3-yl)amino)phenyl)piperidine-1-carboxylate O=C1NC(CC[C@H]1NC1=CC=C(C=C1)C1CCN(CC1)C(=O)OC(C)(C)C)=O |r|